C(C)(C)(C)OC(=O)N1C(C(NCC1)(C)C)C=1C2=C(N=CN1)N(C=C2N2C(CCC2)=O)C2=NC=CC(=C2)Cl (7-(4-Chloropyridin-2-yl)-5-(2-oxopyrrolidin-1-yl)-7H-pyrrolo[2,3-d]pyrimidin-4-yl)-3,3-dimethylpiperazine-1-carboxylic acid tert-butyl ester